Cl.C(C)(N)=N acetimidamide hydrochloride